CN1N=NC2=C1C(=CC=C2C)OC(F)(F)F 1,4-dimethyl-7-(trifluoromethoxy)-1H-benzotriazole